C(C1=CC=CC=C1)OC(=O)NCCOC(=O)N1CC(CC1)O ((benzyl oxy (carbonyl)amino)ethyl)-3-hydroxypyrrolidine-1-carboxylate